2-[[2-(6,6-dioxo-6lambda6-thia-2,5-diazaspiro[3.4]octane-2-carbonyl)-2-azaspiro[3.3]heptan-6-yl]methyl]-5-(trifluoromethyl)benzonitrile O=S1(NC2(CN(C2)C(=O)N2CC3(C2)CC(C3)CC3=C(C#N)C=C(C=C3)C(F)(F)F)CC1)=O